FC(CN1C[C@@H]2[C@H](C1)CC(C2)CCOC=2C=C1C(=CNC1=CC2)NC(=O)C2=CC=NN2)(F)F N-(5-(2-((3aR,5r,6aS)-2-(2,2,2-trifluoroethyl)octa-hydrocyclopenta[c]pyrrol-5-yl)ethoxy)-1H-indol-3-yl)-1H-pyrazole-5-carboxamide